2-((6,7-difluoro-2,3-dihydro-1H-inden-4-yl)oxy)-6-fluoro-N-(pyridin-3-yl)-4-(trifluoromethyl)benzamide FC1=CC(=C2CCCC2=C1F)OC1=C(C(=O)NC=2C=NC=CC2)C(=CC(=C1)C(F)(F)F)F